4-(Difluoromethyl)-2-(4-formylcyclohexyl)-N-pyrazolo[1,5-a]pyrimidin-3-yl-thiazole FC(C=1N(C(SC1)C1CCC(CC1)C=O)C=1C=NN2C1N=CC=C2)F